tert-Butyl (2-(((S)-2-((S)-2-(4-(3-((5-azidopentyl)oxy)benzoyl)thiazol-2-yl)pyrrolidin-1-yl)-1-cyclohexyl-2-oxoethyl)amino)-2-oxoethyl)(methyl)carbamate N(=[N+]=[N-])CCCCCOC=1C=C(C(=O)C=2N=C(SC2)[C@H]2N(CCC2)C([C@H](C2CCCCC2)NC(CN(C(OC(C)(C)C)=O)C)=O)=O)C=CC1